Diphenyl-1,3,5-triazine C1(=CC=CC=C1)C1=NC(=NC=N1)C1=CC=CC=C1